C1(OC(C(F)O1)F)=O trans-difluoroethylene carbonate